C(C\C=C/CCCC)OC(CCCCCCCCN(CCCCCCCC(=O)OCCCCCCCCC)CCO)OCC\C=C/CCCC nonyl 8-((9,9-bis(((Z)-oct-3-en-1-yl)oxy)nonyl)(2-hydroxyethyl)amino)octanoate